OCC1=CC(=C(OC2=NC(=NC=C2)NC2=CC=C(C#N)C=C2)C(=C1)C)C 4-((4-(4-(hydroxymethyl)-2,6-dimethylphenoxy)pyrimidin-2-yl)amino)benzonitrile